N1(CCCCC1)C1CCN(CC1)C(=O)OC1=C2C(=CNC2=CC=C1)CCN(C([2H])([2H])[2H])C([2H])([2H])[2H] 3-(2-(bis(methyl-d3)amino)ethyl)-1H-indol-4-yl [1,4'-bipiperidine]-1'-carboxylate